1-(4-Chlorobenzyl)-3-(1-(pyridin-4-yl)-1H-pyrazol-4-yl)imidazolidin-2-one ClC1=CC=C(CN2C(N(CC2)C=2C=NN(C2)C2=CC=NC=C2)=O)C=C1